FC(C1=NN=C(O1)C1=CC=C2CN(C(C2=C1)=O)N(C(OC1CC(CCC1)OC)=O)CC1=CC=C(C=C1)F)F 3-methoxycyclohexyl {6-[5-(difluoromethyl)-1,3,4-oxadiazol-2-yl]-1-oxo-1,3-dihydro-2H-isoindol-2-yl}[(4-fluorophenyl)methyl]carbamate